tert-butyl N-[(3R)-7-(5-tert-butyl-1,2,4-oxadiazol-3-yl)-5-[(4-chlorophenyl)methyl]-8-fluoro-4-oxo-2,3-dihydro-1,5-benzothiazepin-3-yl]carbamate C(C)(C)(C)C1=NC(=NO1)C=1C(=CC2=C(N(C([C@H](CS2)NC(OC(C)(C)C)=O)=O)CC2=CC=C(C=C2)Cl)C1)F